CN1C(=NC=C1[N+](=O)[O-])OC(N(C(C(Cl)(Cl)Cl)N1C2=NC(=NC(=C2N=C1)N)Cl)C)=O (1-methyl-5-nitro-1H-imidazol-2-yl)-methyl-(1-(6-amino-2-chloro-9H-purin-9-yl)-2,2,2-trichloroethyl)-carbamate